1-cyclopentanecarboxamide C1(CCCC1)C(=O)N